tert-Butyl (R)-3-((7-(2-(methoxymethoxy)-4-(trifluoromethyl)phenyl)-2-methyl pyrazolo[1,5-d][1,2,4]triazin-4-yl)amino)piperidine-1-carboxylate COCOC1=C(C=CC(=C1)C(F)(F)F)C1=NN=C(C=2N1N=C(C2)C)N[C@H]2CN(CCC2)C(=O)OC(C)(C)C